C(C)C1C(CC(C(C1)=O)CC)=O 2,5-diethyl-1,4-cyclohexanedione